1,2,5,6,9,10-hexachlorodecane ClCC(CCC(C(CCC(CCl)Cl)Cl)Cl)Cl